C(C)(=O)NC1=CC(=C(C=C1)O)CN(C)C 4-acetylamino-2-((dimethylamino)methyl)phenol